N[C@@H]1[C@@H](C1)C(=O)O (cis)-2-amino-1-cyclopropylcarboxylic acid